6-(6-(((1r,2r,3s,5s)-2-fluoro-9-azabicyclo[3.3.1]non-3-yl)oxy)pyridazin-3-yl)-7-hydroxy-2-methylisoquinolin-1(2H)-one F[C@@H]1[C@H]2CCC[C@@H](C[C@@H]1OC1=CC=C(N=N1)C=1C=C3C=CN(C(C3=CC1O)=O)C)N2